1-[9-(4-bromobutyl)-9H-carbazol-2-yl]-N4-{4-[[9-(4-bromobutyl)-9H-carbazol-2-yl](9-phenyl-9H-carbazol-2-yl)amino]phenyl}-N1,N4-bis(9-phenyl-9H-carbazol-2-yl)benzene-1,4-diamine BrCCCCN1C2=CC=CC=C2C=2C=CC(=CC12)C1(CC=C(C=C1)N(C1=CC=2N(C3=CC=CC=C3C2C=C1)C1=CC=CC=C1)C1=CC=C(C=C1)N(C1=CC=2N(C3=CC=CC=C3C2C=C1)C1=CC=CC=C1)C1=CC=2N(C3=CC=CC=C3C2C=C1)CCCCBr)NC1=CC=2N(C3=CC=CC=C3C2C=C1)C1=CC=CC=C1